(3-bromo-1-(6-(2-fluoroprop-2-yl)pyrazin-2-yl)-1H-pyrazolo[4,3-c]pyridin-6-yl)acetamide BrC1=NN(C2=C1C=NC(=C2)CC(=O)N)C2=NC(=CN=C2)C(C)(C)F